3-(dimethoxy(methyl)silyl)propane-1-thiol CO[Si](CCCS)(C)OC